OC(C(=O)N1CCN(CC1)C1=CC=C(C=C1)C1=NNC=2C1=NN(C(C2)=O)C2=C(C=C(C#N)C=C2C)F)C 4-(3-(4-(4-(2-Hydroxypropionyl)piperazin-1-yl)phenyl)-6-oxo-1H-pyrazolo[4,3-c]pyridazin-5(6H)-yl)-3-fluoro-5-methylbenzonitril